BrC=1C(=C(C=CC1)N1C=NNC1=O)C 4-(3-bromo-2-methyl-phenyl)-1H-1,2,4-triazol-5-one